6-amino-4-hydrazino-7-(3-methoxy-2,6-dimethylphenyl)-2-methylpyrrolo[2,3-d]pyrimidine-5-carbonitrile NC1=C(C2=C(N=C(N=C2NN)C)N1C1=C(C(=CC=C1C)OC)C)C#N